tris(2,6-dimethoxyphenyl)Phosphine COC1=C(C(=CC=C1)OC)P(C1=C(C=CC=C1OC)OC)C1=C(C=CC=C1OC)OC